ethyl 6-(3,5-difluorobenzyl)-2-methyl-5-oxo-5,6-dihydro-1,6-naphthyridine-3-carboxylate FC=1C=C(CN2C(C=3C=C(C(=NC3C=C2)C)C(=O)OCC)=O)C=C(C1)F